(R)-2-((R)-3-Methyl-morpholin-4-yl)-9-oxazol-2-ylmethyl-6-trifluoromethyl-6,7,8,9-tetrahydro-pyrimido[1,2-a]-pyrimidin-4-one C[C@H]1N(CCOC1)C=1N=C2N(C(C1)=O)[C@H](CCN2CC=2OC=CN2)C(F)(F)F